N-((R)-1-(3-(benzyloxy)-5-(difluoromethyl)phenyl)ethyl)-2-methylpropane-2-sulfinamide C(C1=CC=CC=C1)OC=1C=C(C=C(C1)C(F)F)[C@@H](C)NS(=O)C(C)(C)C